C(C)(=O)OCCCC(CCC(CC)C)C 4,7-DIMETHYLNONYL ACETATE